6-((3-bromo-2-fluoro-6-nitrophenyl)amino)nicotinonitrile BrC=1C(=C(C(=CC1)[N+](=O)[O-])NC1=NC=C(C#N)C=C1)F